(17S,21S)-1-((1R,8S,9S)-Bicyclo[6.1.0]non-4-yn-9-yl)-3,14,19-trioxo-2,7,10-trioxa-4,13,18,20-tetraazatricosane-17,21,23-tricarboxylic acid [C@H]12CCC#CCC[C@@H]2C1COC(NCCOCCOCCNC(CC[C@H](NC(N[C@@H](CCC(=O)O)C(=O)O)=O)C(=O)O)=O)=O